NC=1SC=C(N1)C(C(=O)N1CCC2(C[C@@H]2CCOC2=CC(=C(C(=O)N(C)C)C=C2)Cl)CC1)(C)C |o1:14| (R or S)-4-(2-(6-(2-(2-aminothiazol-4-yl)-2-methylpropanoyl)-6-azaspiro[2.5]octan-1-yl)ethoxy)-2-chloro-N,N-dimethylbenzamide